N-(2-aminopropyl)maleimide NC(CN1C(C=CC1=O)=O)C